[4,4-diethyl-1-[1-[3-[[(1R,2R)-2-hydroxyindan-1-yl]carbamoyl]phenyl]-3-morpholin-4-ium-4-yl-propyl]-6-oxo-hexahydropyrimidin-2-ylidene]ammonium C(C)C1(NC(N(C(C1)=O)C(CC[NH+]1CCOCC1)C1=CC(=CC=C1)C(N[C@H]1[C@@H](CC2=CC=CC=C12)O)=O)=[NH2+])CC